ClC1=NC=C(C(=C1)C1=C(C=NC(=C1)C)C(=O)NC=1SC2=C(N1)CN(C2)C(C2=NC(=CC(=C2)OC)Cl)=O)OC 2'-Chloro-N-(5-(6-chloro-4-methoxy-picolinoyl)-5,6-dihydro-4H-pyrrolo[3,4-d]thiazol-2-yl)-5'-methoxy-6-methyl-[4,4'-bipyridine]-3-carboxamide